O=C1NC(CCC1N1C(C2=CC=CC(=C2C1)OCC(=O)N1CCN(CC1)C1=NC=C(C(=O)N2CCC(CC2)CCCCNC(\C=C\C=2C=NC=CC2)=O)C=C1)=O)=O (E)-N-(4-(1-(6-(4-(2-((2-(2,6-dioxopiperidin-3-yl)-1-oxoisoindoline-4-yl)oxy)acetyl)piperazin-1-yl)nicotinoyl)piperidin-4-yl)butyl)-3-(pyridin-3-yl)acrylamide